[Cl-].C[NH3+] N-methyl-ammonium chloride